(3-methyl-2-oxo-1,2,3,4-tetrahydroquinazolin-6-yl)boronic acid CN1C(NC2=CC=C(C=C2C1)B(O)O)=O